C(CCCCCCCCCCCCCCC)SCCN1CC(CCC1)C(=O)O 1-[2-(hexadecylsulfanyl)ethyl]piperidine-3-carboxylic acid